(R)-4-benzyl-3-((2R,3R)-2-(cyclopentyloxy)-3-hydroxy-3-(3-methoxy-4-methylphenyl)propionyl)oxazolidin-2-one C(C1=CC=CC=C1)[C@H]1N(C(OC1)=O)C([C@@H]([C@@H](C1=CC(=C(C=C1)C)OC)O)OC1CCCC1)=O